(1-mercaptomethyl)triethoxysilane SC[Si](OCC)(OCC)OCC